CC(C[C@@H](B1O[C@@]2([C@H](O1)C[C@H]1C([C@@H]2C1)(C)C)C)NC(=O)C1CC=NO1)C N-((R)-3-methyl-1-((3aS,4S,6S,7aR)-3a,5,5-trimethylhexahydro-4,6-methanobenzo[d][1,3,2]Dioxaborol-2-yl)butyl)-4,5-dihydroisoxazole-5-carboxamide